Methyl 4-bromo-2-((1-fluorocyclopropyl) methoxy)-6-methylbenzoate BrC1=CC(=C(C(=O)OC)C(=C1)C)OCC1(CC1)F